N[C@H]1C[C@@H]2C(CNC2)=C1 (3aR,5S,6aS)-5-(amino)hexahydrocyclopenta[c]pyrrole